2-(3-((8-chloroquinolin-2-yl)amino)-4-methylphenoxy)ethanol ClC=1C=CC=C2C=CC(=NC12)NC=1C=C(OCCO)C=CC1C